2-iodomethyl-naphthalene ICC1=CC2=CC=CC=C2C=C1